SC(CC(=O)OCCCCOC(CC(C)S)=O)C butylene glycol bis(3-mercaptobutyrate)